B.[PH4+] Phosphonium Borane